2,4-bis(benzyloxy)-N-(2-(benzyloxy)pyridin-3-yl)-5-isopropylbenzamide C(C1=CC=CC=C1)OC1=C(C(=O)NC=2C(=NC=CC2)OCC2=CC=CC=C2)C=C(C(=C1)OCC1=CC=CC=C1)C(C)C